2,6-dihydroxy-N,5'-dimethyl-2'-(prop-1-en-2-yl)-4-propyl-[1,1'-biphenyl]-3-carboxamide OC1=C(C(=CC(=C1C(=O)NC)CCC)O)C1=C(C=CC(=C1)C)C(=C)C